3-dodecyloxy-2-hydroxypropyl-bis-(2-hydroxyethyl)amine oxide C(CCCCCCCCCCC)OCC(C[N+](CCO)(CCO)[O-])O